(1S,3S,5S)-N-((1-hydroxy-1,3-dihydrobenzo[c][1,2]oxaborol-6-yl)methyl)-5-methyl-2-((phenoxathiine-3-carbonyl)glycyl)-2-azabicyclo[3.1.0]hexane-3-carboxamide OB1OCC2=C1C=C(C=C2)CNC(=O)[C@H]2N([C@H]1C[C@]1(C2)C)C(CNC(=O)C=2C=CC=1SC3=CC=CC=C3OC1C2)=O